2-((1S,6R)-6-(difluoromethyl)-3-azabicyclo[4.1.0]heptan-3-yl)-N-(1-(4,4-difluoropiperidin-1-yl)-2-oxo-1,2-dihydropyridin-3-yl)-4-((N-methylsulfamoyl)amino)benzamide FC([C@@]12CCN(C[C@H]2C1)C1=C(C(=O)NC=2C(N(C=CC2)N2CCC(CC2)(F)F)=O)C=CC(=C1)NS(NC)(=O)=O)F